BrC=1C(=CC(=NC1)Cl)C(=O)O 5-bromo-2-chloropyridine-4-carboxylic acid